CC=1CN(OCC1C)C(=O)C1=CC=CC=C1 (4,5-dimethyl-3,6-dihydro-2H-1,2-oxazin-2-yl)(phenyl)methanone